2-(1-ethoxyvinyl)-6-(trifluoromethyl)pyridin-4-amine C(C)OC(=C)C1=NC(=CC(=C1)N)C(F)(F)F